C(C)(=O)NC1CCC(CC1)[C@H]1N(C[C@@H](CC1)C)C(C(=O)NC=1C=C(C(=NC1)NC(OC(C)(C)C)=O)C)=O |r| rac-tert-butyl N-[5-[[2-[(2S,5R)-2-(4-acetamidocyclohexyl)-5-methyl-1-piperidyl]-2-oxo-acetyl]amino]-3-methyl-2-pyridyl]carbamate